C1(COCC1)N 3-oxacyclopentylamine